C1(CC1)C1=C(C(=NO1)C1=C(C=CC=C1Cl)Cl)/C=C/C1C2CN(CC12)C1=CC=C2C(=CN(C2=C1)C)C(=O)O (E)-6-(6-(2-(5-cyclopropyl-3-(2,6-dichlorophenyl)isoxazol-4-yl)vinyl)-3-azabicyclo[3.1.0]hex-3-yl)-1-methyl-1H-indole-3-carboxylic acid